3,3-difluoro-pyrrolidine-1-carboxylic acid tert-butyl ester C(C)(C)(C)OC(=O)N1CC(CC1)(F)F